C1(CC1)C(C)OC(=O)NC1=C(N=NN1C)C1=CC=C(C(=N1)C)C#CC1(CC1)CC(=O)O 2-(1-((6-(5-(((1-cyclopropylethoxy)carbonyl)amino)-1-methyl-1H-1,2,3-triazol-4-yl)-2-methylpyridin-3-yl)ethynyl)cyclopropyl)acetic acid